C(CCCC)NC(OC1=CC=CC(=C1)C=1C(=NC=CC1)C=1OC=NN1)=O 5-(1,3,4-oxadiazol-2-yl pyridin-3-yl)phenyl pentylcarbamate